C(CC#CCCCCC)OC(CCC#N)OCCC#CCCCCC 4,4-bis(non-3-yn-1-yloxy)butanenitrile